(S)-3-(1-aminoethyl)-7-fluoro-8-((1-methyl-1H-pyrazole-4-yl)ethynyl)-2-phenylisoquinolin-1(2H)-one N[C@@H](C)C=1N(C(C2=C(C(=CC=C2C1)F)C#CC=1C=NN(C1)C)=O)C1=CC=CC=C1